ClC=1C=2C(N=C3N(C2C=CC1)C1=CC=C(C=C1C31CCCCC1)C1=CC(CCC1)CO)=O 4'-chloro-9'-(3-(hydroxymethyl)cyclohex-1-en-1-yl)-5'H-spiro[cyclohexane-1,7'-indolo[1,2-a]quinazolin]-5'-one